O1C(=CC=C1)C=CC(=O)[O-] furanacrylate